methyl 4-bromo-1-isopropyl-pyrazole-3-carboxylate BrC=1C(=NN(C1)C(C)C)C(=O)OC